3-methyl-2-(6-methyloctan-1,5-dien-2-yl)cyclopent-2-en-1-one tert-butyl-(R)-2-(((3-vinylpyridin-2-yl)oxy)methyl)pyrrolidine-1-carboxylate C(C)(C)(C)OC(=O)N1[C@H](CCC1)COC1=NC=CC=C1C=C.CC1=C(C(CC1)=O)C(=C)CCC=C(CC)C